C(C)OC(OCC)OCC diethoxymethoxyethane